OCCNC(OC)=O methyl (2-hydroxyethyl)carbamate